N-(5-(4-(1H-imidazol-1-yl)phenyl)-1H-pyrazol-3-yl)-6-methyl-1H-benzo[d]imidazol-5-amine N1(C=NC=C1)C1=CC=C(C=C1)C1=CC(=NN1)NC1=CC2=C(NC=N2)C=C1C